CN(C)CC1(CC1)CO (1-((dimethylamino)methyl)cyclopropyl)methanol